5-(2,2-dimethylmorpholinyl)pyrazolo[1,5-a]Pyrimidine-3-carboxamide CC1(CN(CCO1)C1=NC=2N(C=C1)N=CC2C(=O)N)C